C(C)(C)(C)C1=C(C(=CC(=C1)CCCCCCC)C(C)(C)C)O 2,6-di-tert-butyl-p-heptyl-phenol